tert-butyl 4-(2-bromo-5-ethyl-7-oxo-4,7-dihydro-[1,2,4]triazolo[1,5-a]pyrimidin-6-yl)octahydro-1H-pyrrolo[3,2-b]pyridine-1-carboxylate BrC1=NN2C(NC(=C(C2=O)N2C3C(CCC2)N(CC3)C(=O)OC(C)(C)C)CC)=N1